C[C@@H]1O[C@@H](CN(C1)C1=CC=CC=2N(C=NC21)C(=O)NCCC(C)C)C 4-((2S,6R)-2,6-Dimethylmorpholino)-N-iso-pentyl-1H-benzo[d]imidazole-1-carboxamide